O=C1NC(CCC1N1C(C2=CC=C(C=C2C1=O)N1CCC2(CC1)CCN(CC2)C2=C(C=C(C(=C2)OC)[N+](=O)[O-])C=2C=NN(C2)C)=O)=O 2-(2,6-dioxopiperidin-3-yl)-5-(9-(5-methoxy-2-(1-methyl-1H-pyrazol-4-yl)-4-nitrophenyl)-3,9-diazaspiro[5.5]undec-3-yl)isoindole-1,3-dione